N[C@H](C(=O)N1[C@@H](C[C@@H](C1)C(C)C)C(=O)O)C(C)(C)C (2S,4R)-1-((S)-2-amino-3,3-dimethylbutanoyl)-4-isopropylpyrrolidine-2-carboxylic acid